C1(CCCC1)N1N=C(C=C1C1=C(C=CC=C1)C(C)(F)F)C(=O)N[C@H](CC(=O)O)CCN1CC(CCC1)(F)F (S)-3-(1-cyclopentyl-5-(2-(1,1-difluoroethyl)phenyl)-1H-pyrazole-3-carboxamido)-5-(3,3-difluoropiperidin-1-yl)pentanoic acid